D-Citrullin N[C@H](CCCNC(=O)N)C(=O)O